Phenylethylglycidate C1(=CC=CC=C1)CCOC(C1CO1)=O